sodium N,N-dimethylethanolamine CN(CCO)C.[Na]